COC1=NN(C=C1C(=O)NC1=NC(=CC=C1)C=1N2C(=NN1)CC[C@H]2C)C2=NC(=CN=C2)OC (R)-3-methoxy-1-(6-methoxypyrazin-2-yl)-N-(6-(5-methyl-6,7-dihydro-5H-pyrrolo[2,1-c][1,2,4]triazol-3-yl)pyridin-2-yl)-1H-pyrazole-4-carboxamide